CN(C=1C=C(OCCOCC=2N=C(SC2)N(CC2=CC(=CC=C2)N2CCN(CC2)C)CC2=CC(=CC=C2)OC)C=CC1)C 4-((2-(3-(dimethylamino)phenoxy)ethoxy)methyl)-N-(3-methoxybenzyl)-N-(3-(4-methylpiperazin-1-yl)benzyl)thiazol-2-amine